(2S)-2-amino-4-[(2R,S)-2-carboxybutyl-(R,S)-sulfonimidoyl]butanoic acid N[C@H](C(=O)O)CC[S@](=O)(=N)C[C@H](CC)C(=O)O